C1C(CCC2=CC=CC=C12)C=1N=NNC1 4-(1,2,3,4-tetrahydronaphthalen-2-yl)-1H-1,2,3-triazole